((3r,5r,7r)-adamantan-1-yl)methyl 8-((6-((4,4-bis(octyloxy)butanoyl)oxy)hexyl)(2-hydroxyethyl)amino)octanoate C(CCCCCCC)OC(CCC(=O)OCCCCCCN(CCCCCCCC(=O)OCC12CC3CC(CC(C1)C3)C2)CCO)OCCCCCCCC